5-chloro-2-(4,4-difluoroazepan-1-yl)nicotinate ClC=1C=NC(=C(C(=O)[O-])C1)N1CCC(CCC1)(F)F